endo-5,6-dimethoxy-norbornene COC1C2C=CC(C1OC)C2